17-(3-pyridyl)-androsta-5,16-dien-3beta-ol acetate C(C)(=O)O[C@@H]1CC2=CC[C@H]3[C@@H]4CC=C([C@@]4(C)CC[C@@H]3[C@]2(CC1)C)C=1C=NC=CC1